O1CCOC2=C1C=CC=C2 benzodioxane